Ethyl 5-(2,3-difluorobenzyl)-3-((isoquinoline-1-carboxamido)methyl)-4,5-dihydroisoxazole-5-carboxylate FC1=C(CC2(CC(=NO2)CNC(=O)C2=NC=CC3=CC=CC=C23)C(=O)OCC)C=CC=C1F